(3-chlorophenyl)-N3-(4-chlorobenzyl)quinoxaline-2,3-diamine ClC=1C=C(C=CC1)C1=C2N=C(C(=NC2=CC=C1)N)NCC1=CC=C(C=C1)Cl